C(C)(C)C1=C(N(C2=C1N=C(S2)C2CCC1(OCCO1)CC2)C(=O)OC(C)(C)C)C=2C=C(C=1N(C2)N=CN1)OC tert-butyl 6-isopropyl-5-(8-methoxy-[1,2,4]triazolo[1,5-a]pyridin-6-yl)-2-(1,4-dioxaspiro[4.5]decan-8-yl)-4H-pyrrolo[3,2-d]thiazole-4-carboxylate